phenoxyl-phenylethylamine O(C1=CC=CC=C1)NCCC1=CC=CC=C1